COC1=CC=C(CCN(C=2SC=3C(=NC=CN3)N2)CC2=CC=C(C=C2)C#CC(=O)O)C=C1 3-(4-(((4-methoxyphenethyl)(thiazolo[4,5-b]pyrazin-2-yl)amino)-methyl)phenyl)propiolic acid